(3R)-3-({2-[3,5-bis(trifluoromethyl)phenyl][1,2,4]triazolo[1,5-c]quinazolin-5-yl}amino)azepan FC(C=1C=C(C=C(C1)C(F)(F)F)C1=NN2C(=NC=3C=CC=CC3C2=N1)N[C@H]1CNCCCC1)(F)F